dimethylsilylene(3-phenyl-1-indenyl)(2,3,4,5-tetramethyl-1-cyclopentadienyl)zirconium C[Si](=[Zr](C1=C(C(=C(C1C)C)C)C)C1C=C(C2=CC=CC=C12)C1=CC=CC=C1)C